F[C@H]1CN(CC1)C[C@H](C)[C@H]1CC[C@H]2\C(\CCC[C@]12C)=C\C=C1C[C@@H](C[C@@H](C1)O)O (1R,3S)-5-(2-((1R,3aS,7aR,E)-1-((R)-1-((R)-3-fluoropyrrolidin-1-yl)propan-2-yl)-7a-methyl-octahydro-4H-inden-4-ylidene)ethylidene)cyclohexane-1,3-diol